BrC=1N=C(C(=NC1)N)OCC bromo-3-ethoxypyrazin-2-amine